(S)-ethyl 1-amino-2-(1-(tert-butoxycarbonyl) pyrrolidin-2-yl)-4-(4-((4-methoxypyridin-2-yl) carbamoyl) phenyl)-1H-imidazole-5-carboxylate NN1C(=NC(=C1C(=O)OCC)C1=CC=C(C=C1)C(NC1=NC=CC(=C1)OC)=O)[C@H]1N(CCC1)C(=O)OC(C)(C)C